OC1(COC1)C#CC1=CC2=C(OC[C@@H](C(N2C)=O)NC(C2=NC=CC(=C2)OC=2C=NC=CC2)=O)C=C1 (S)-N-(7-((3-hydroxyoxetan-3-yl)ethynyl)-5-methyl-4-oxo-2,3,4,5-tetrahydrobenzo[b][1,4]oxazepin-3-yl)-4-(pyridin-3-yloxy)picolinamide